5-benzyl-N-(4-(5-((4-hydroxy-4-methylpentyl)oxy)-2-chlorophenyl)pyridin-2-yl)-4H-1,2,4-triazole-3-carboxamide C(C1=CC=CC=C1)C=1NC(=NN1)C(=O)NC1=NC=CC(=C1)C1=C(C=CC(=C1)OCCCC(C)(C)O)Cl